CNC=1N=C(C=C2C=C(N=CC12)NC(=O)C1CC1)C=C N-(8-(methylamino)-6-vinyl-2,7-naphthyridin-3-yl)cyclopropanecarboxamide